C(#N)C1=C(C2=C(N(C(N(C2=O)C(C(=O)O)(C)C)=O)CC(OC2CCOCC2)C2=C(C(=CC=C2)F)OC)S1)C 2-(6-cyano-1-(2-(3-fluoro-2-methoxyphenyl)-2-((tetrahydro-2H-pyran-4-yl)oxy)ethyl)-5-methyl-2,4-dioxo-1,2-dihydrothieno[2,3-d]pyrimidin-3(4H)-yl)-2-methylpropanoic acid